acetyl 2-(2-azidoacetylamino)-2-deoxy-3,4-di-O-acetyl-6-O-(((1S)-1-sec-butoxy-carbonylethylamino) (phenoxy) phosphoryl)-D-mannopyranoside N(=[N+]=[N-])CC(=O)N[C@@H]1C(OC(C)=O)O[C@@H]([C@H]([C@@H]1OC(C)=O)OC(C)=O)COP(=O)(OC1=CC=CC=C1)N[C@@H](C)C(=O)OC(C)CC